(2-(trifluoromethyl)phenyl)phenyl isocyanate FC(C1=C(C=CC=C1)C1=C(C=CC=C1)N=C=O)(F)F